1-cyclopentyl-5-(2,6-dichloro-4-Nitrophenoxy)-3-methyl-1,2-dihydropyridin-2-one C1(CCCC1)N1C(C(=CC(=C1)OC1=C(C=C(C=C1Cl)[N+](=O)[O-])Cl)C)=O